2-(3,5-dimethoxyphenyl)quinazolin-4(3H)-one COC=1C=C(C=C(C1)OC)C1=NC2=CC=CC=C2C(N1)=O